3-(7-chloro-5-cyclopropyl-1-oxoisoindolin-2-yl)piperidine-2,6-dione ClC=1C=C(C=C2CN(C(C12)=O)C1C(NC(CC1)=O)=O)C1CC1